5,5-dimethyltetrahydrofuran-3-yl 4-methylbenzenesulfonate CC1=CC=C(C=C1)S(=O)(=O)OC1COC(C1)(C)C